ClC=1C=C(C=CC1)C#C\C=C/1\C(N(CC1)C(=O)N(C(C)C)CC)(C)C (3E)-3-[3-(3-chlorophenyl)prop-2-yn-1-ylidene]-N-ethyl-2,2-dimethyl-N-(propan-2-yl)pyrrolidine-1-carboxamide